BrCCC1OCCCC1 (2-bromoethyl)oxane